4-(1-methylpyrazol-4-yl)-4,5,6,7-tetrahydrothieno[2,3-c]pyridin-6-ium CN1N=CC(=C1)C1C2=C(C[NH2+]C1)SC=C2